C1NCCC12CCC(CC2)C2=CC=C(C=C2)C2=NC(C=1N(C3=C2C(=C(S3)C)C)C(=NN1)C)CC 4-(4-(2-azaspiro[4.5]decan-8-yl)phenyl)-6-ethyl-2,3,9-trimethyl-6H-thieno[3,2-f][1,2,4]triazolo[4,3-a][1,4]diazepine